ClC=1C=C(C(N(N1)C1=CC(=CC(=C1)OC)OC)=O)CC 6-chloro-2-(3,5-dimethoxyphenyl)-4-ethylpyridazin-3(2H)-one